C(CCC)OC1=NN2C(C(=N1)N)=NC=C2CC2=C(C=CC=C2)CN2CCOCC2 butoxy-7-(2-(morpholinomethyl)benzyl)imidazo[2,1-f][1,2,4]triazin-4-amine